C(C)(C)(C)OC(NC=1C=NC(=C(C1)F)Cl)=O N-(6-chloro-5-fluoro-3-pyridyl)carbamic acid tert-butyl ester